2-(tert-butyl) 8-ethyl 8-methyl-2,6-diazaspiro[3.4]octane-2,8-dicarboxylate CC1(CNCC12CN(C2)C(=O)OC(C)(C)C)C(=O)OCC